C(CC)C(CC[Si](OC)(OC)OC)OC(C=C)=O gamma-propyl-acryloxypropyl-trimethoxysilane